C(C)N(C(OC(C)(C)C)=O)CCC1=NN(C2=CC=C(C=C12)OC)COCC[Si](C)(C)C tert-butyl ethyl(2-(5-methoxy-1-((2-(trimethylsilyl)ethoxy)methyl)-1H-indazol-3-yl)ethyl)carbamate